4-(4-(4-methylpiperazin-1-yl)-7-(pyridin-3-yl)-6,7-dihydro-5H-pyrrolo[2,3-d]pyrimidin-2-yl)morpholine CN1CCN(CC1)C=1C2=C(N=C(N1)N1CCOCC1)N(CC2)C=2C=NC=CC2